C12(CC(C1)C2)NC2=NC=CC(=N2)N2C=1N(CCC2)N=C(C1)I N-(bicyclo[1.1.1]pent-1-yl)-4-(2-iodo-6,7-dihydropyrazolo[1,5-a]pyrimidin-4(5H)-yl)pyrimidin-2-amine